OC(OCC)C1=NC(=CC(=C1N)OC)C 2-(1,3-dioxapentane-2-yl)-4-methoxy-6-methylpyridin-3-amine